(S)-3-(aminomethyl)-5-methylhexanoate NC[C@H](CC(=O)[O-])CC(C)C